FC(CC=1C=CC(=NC1)NC(=O)C=1C(=CC(=C(C1)NC(=O)C1=CN=C(S1)C)C)F)F N-[5-[[5-(2,2-difluoroethyl)pyridin-2-yl]carbamoyl]-4-fluoro-2-methylphenyl]-2-methyl-1,3-thiazole-5-carboxamide